(12S,16R)-13-ethyl-12-methyl-16-(3,3,3-trifluoropropyl)-12,13,16,17,18,19,20,21-octahydro-6,23-(azeno)-11,7-(metheno)imidazo[2,1-c][1,4,10,13,15]oxatetraazacyclohenicosin-14(15H)-one C(C)N1[C@H](C=2N=CC=C(C3=CN4C(C(OCCCCC[C@@H](NC1=O)CCC(F)(F)F)=N3)=NC=C4)C2)C